FC(C1=NC(=NO1)C=1C=CC(=NC1)C(=O)O)(F)F 5-(5-(trifluoromethyl)-1,2,4-oxadiazol-3-yl)picolinic acid